di(2-toluyl) sulfate S(=O)(=O)(OC1=C(C=CC=C1)C)OC1=C(C=CC=C1)C